ClC1=CC(=CC=2C=C(SC21)C(=O)O)C(=O)OC 7-chloro-5-methoxycarbonyl-benzothiophene-2-carboxylic acid